N(=[N+]=[N-])C[C@H](CCSC(C(=O)[O-])(C1=CC=CC=C1)C1=CC=CC=C1)NC(=O)OC(C)(C)C (S)-2-((4-azido-3-((tert-butoxycarbonyl)amino)butyl)thio)-2,2-diphenylacetate